FC(C(=O)N[C@H]1[C@H](OC(C)=O)O[C@@H]([C@@H]([C@@H]1OC(C)=O)OC(C)=O)COC(C)=O)(F)F 2-deoxy-2-trifluoroacetamido-1,3,4,6-tetra-O-acetyl-beta-D-galactopyranose